(6S,9S)-8-(benzo[B]thiophen-3-ylmethyl)-N-benzyl-6-(4-hydroxybenzyl)-2,9-dimethyl-4,7-dioxooctahydro-1H-pyrazino[2,1-c][1,2,4]triazine-1-carboxamide S1C2=C(C(=C1)CN1[C@H](C3N(N(CC(N3[C@H](C1=O)CC1=CC=C(C=C1)O)=O)C)C(=O)NCC1=CC=CC=C1)C)C=CC=C2